C1(=CC=CC=C1)[C@H](C1CCNCC1)C=1C=C(C=CC1)C |o1:6| (S or R)-4-(phenyl-(m-tolyl)methyl)piperidine